ClC1=NC(=CC(=N1)N=S(=O)(C)C)N1[C@@H](COCC1)C (R)-((2-Chloro-6-(3-methylmorpholino)pyrimidin-4-yl)imino)dimethyl-λ6-sulfanone